FC(S(=O)(=O)ON1CC=NC=CC=C1)(F)F [1,4]diazocin-1-yl trifluoromethanesulfonate